(8-methyl-1,3,4,5-tetrahydropyrido[4,3-b]indol-2-yl)-[3-(trifluoromethyl)-1H-pyrazol-4-yl]methanone CC1=CC=2C3=C(NC2C=C1)CCN(C3)C(=O)C=3C(=NNC3)C(F)(F)F